Cl.C(=O)(OC(C)(C)C)C(C1CNC1)N 3-(BOC-aminomethyl)azetidine hydrochloride